[C@H]12[C@H](C[C@H](CC1)C2)N2C(C(=CC1=C2N=C(N=C1)NC1CCN(CC1)S(=O)(=O)C1=NN(C=C1)C)C(F)F)=O 8-((S,2S,4R)-bicyclo[2.2.1]heptan-2-yl)-6-(difluoromethyl)-2-((1-((1-methyl-1H-pyrazol-3-yl)sulfonyl)piperidin-4-yl)amino)pyrido[2,3-d]pyrimidin-7(8H)-one